N-(3-(2-Fluorophenyl)prop-2-yn-1-yl)-4-(4-methylpiperazin-1-yl)-1H-benzo[d]imidazole-1-carboxamide FC1=C(C=CC=C1)C#CCNC(=O)N1C=NC2=C1C=CC=C2N2CCN(CC2)C